FC1(C(CC1)C1=CC2=CC=CC=C2C=C1)F 2-(2,2-difluorocyclobutyl)naphthalene